C(C)(C)(C)OC(=O)N1C[C@@H](CC1)[C@@H](C(=O)OC(C)(C)C)CC1=CC(=CC=C1)B1OC(C(O1)(C)C)(C)C (3S)-3-[(2S)-1-(tert-butoxy)-1-oxo-3-[3-(4,4,5,5-tetramethyl-1,3,2-dioxaborolan-2-yl)phenyl]propan-2-yl]pyrrolidine-1-carboxylic acid tert-butyl ester